C(=C)N1CCNCC1 N-vinyl-Piperazine